2-(5-chloro-2-([(1R)-1-(4-chlorophenyl)-7-fluoro-5-[(1R)-1-hydroxy-1-(oxan-4-yl)propyl]-1-methoxy-3-oxo-2,3-dihydro-1H-isoindol-2-yl]methyl)phenyl)acetic acid ClC=1C=CC(=C(C1)CC(=O)O)CN1[C@@](C2=C(C=C(C=C2C1=O)[C@@](CC)(C1CCOCC1)O)F)(OC)C1=CC=C(C=C1)Cl